N1(CCCC1)C(=O)OC1=C(C=CC=C1)C1=C(C=CC=C1)OC(=O)N1CCCC1 [1,1'-biphenyl]-2,2'-diyl bis(pyrrolidine-1-carboxylate)